COCCCN1N=CC=C1CCN 2-(1-(3-methoxypropyl)-1H-pyrazol-5-yl)ethan-1-amine